4-{[2-chloro-3-(morpholine-4-carbonyl)phenyl]amino}-3-fluoro-N-[imidazolidin-2-ylidene]-5-(oxolane-3-yl)benzamide tert-Butyl-((5-((3-ethylphenyl)thio)thiazol-2-yl)methyl)carbamate C(C)(C)(C)N(C(O)=O)CC=1SC(=CN1)SC1=CC(=CC=C1)CC.ClC1=C(C=CC=C1C(=O)N1CCOCC1)NC1=C(C=C(C(=O)N=C2NCCN2)C=C1C1COCC1)F